(1-(9-ethyl-9H-carbazol-3-yl)-5-phenyl-1H-1,2,3-triazol-4-yl)(morpholino)methanone tert-butyl-4-(5-((2,6-dioxopiperidin-3-yl)amino)-3-fluoropyridin-2-yl)piperazine-1-carboxylate C(C)(C)(C)OC(=O)N1CCN(CC1)C1=NC=C(C=C1F)NC1C(NC(CC1)=O)=O.C(C)N1C2=CC=CC=C2C=2C=C(C=CC12)N1N=NC(=C1C1=CC=CC=C1)C(=O)N1CCOCC1